6-(5-oxo-4-(3-phenoxybenzal)-4,5-dihydro-oxazol-2-yl)-2H-benzo[b][1,4]oxazin-3(4H)-one O=C1C(N=C(O1)C1=CC2=C(OCC(N2)=O)C=C1)=CC1=CC(=CC=C1)OC1=CC=CC=C1